C(C=CCCCC=CCC#CC#C)=O trideca-2,7-dien-10,12-diyn-1-one